1-chloro-1,4-pentanedione ClC(CCC(C)=O)=O